(R)-2-amino-3-(7-cyclopropylthieno[3,2-b]pyridine-2-carboxamido)propionic acid methyl ester COC([C@@H](CNC(=O)C1=CC2=NC=CC(=C2S1)C1CC1)N)=O